5-(8-benzoyl-2,2-dimethyl-4,12-dioxo-3,13-dioxa-5,8,11-triazahexadec-15-en-16-yl)-2-nitrobenzoic acid C(C1=CC=CC=C1)(=O)N(CCNC(OC(C)(C)C)=O)CCNC(OCC=CC=1C=CC(=C(C(=O)O)C1)[N+](=O)[O-])=O